ClC1=CC(=C(C=C1)CN1C(C2=CC(=CC=C2[C@]1(OC([2H])([2H])C1(CC1)C([2H])([2H])O)C1=CC=C(C=C1)Cl)C(C)(C)O)=O)S(=O)(=O)C (3R)-2-[(4-Chloro-2-methansulfonylphenyl)methyl]-3-(4-chlorophenyl)-3-({1-[hydroxy(2H2)methyl]cyclopropyl}(2H2)methoxy)-6-(2-hydroxypropan-2-yl)-2,3-dihydro-1H-isoindol-1-on